[7-[4-(1,2,4-oxadiazol-3-yl)phenyl]pyrazolo[1,5-a]pyridin-3-yl]-(1-piperidyl)methanone O1N=C(N=C1)C1=CC=C(C=C1)C1=CC=CC=2N1N=CC2C(=O)N2CCCCC2